BrC1=C(C(=C(OCC=2CCN(CC2)C(=O)OC(C)(C)C)C(=C1)Br)F)C(=O)OC tert-butyl 4-((4,6-dibromo-2-fluoro-3-(methoxycarbonyl)phenoxy)methyl)-3,6-dihydropyridine-1(2H)-carboxylate